propylphosphine bromide [Br-].C(CC)P